1,3-xylenol C1(CC(=CC=C1)C)(C)O